4-[[5-(2-pyridylmethyl)tetrazol-2-yl]methyl]benzohydroxamic acid N1=C(C=CC=C1)CC=1N=NN(N1)CC1=CC=C(C(=O)NO)C=C1